N1(CCSCC1)C(=O)C1=CC=C(C=C1)C1=C2C(=NC=C1)NC=C2 4-(4-(thiomorpholine-4-carbonyl)phenyl)-1H-pyrrolo[2,3-b]pyridin